ClC=1C(=NN(C1C)CC(=O)OCCC(=C(F)F)F)C 3,4,4-trifluorobut-3-en-1-yl 2-(4-chloro-3,5-dimethyl-1H-pyrazol-1-yl)acetate